ClC=1C(=C(C=CC1)CNC(CN(C(C)=O)C(C)C)=O)F N-(2-(3-chloro-2-fluorophenylmethylamino)-2-oxoethyl)-N-isopropylacetamide